5-(2-(5-methoxy-1H-indol-3-yl)ethyl)-6-(piperidin-4-ylmethyl)-5,6,7,8-tetrahydro-[1,3]dioxolo[4,5-g]isoquinoline COC=1C=C2C(=CNC2=CC1)CCC1N(CCC=2C=C3C(=CC12)OCO3)CC3CCNCC3